6-(2-Fluoro-6-meth-oxyphenyl)-3-(((S)-10-hydroxy-7-((R)-2-phenylpiperazine-1-carbonyl)-7-aza-spiro[4.5]decan-10-yl)methyl)pyrimidin-4(3H)-one FC1=C(C(=CC=C1)OC)C1=CC(N(C=N1)C[C@@]1(CCN(CC12CCCC2)C(=O)N2[C@@H](CNCC2)C2=CC=CC=C2)O)=O